(3S,4R)-4-((7-(5-(1,2-difluoro-2-methylpropyl)pyridin-2-yl)pyrrolo[2,1-f][1,2,4]triazin-2-yl)amino)tetrahydro-2H-pyran-3-ol FC(C(C)(C)F)C=1C=CC(=NC1)C1=CC=C2C=NC(=NN21)N[C@H]2[C@@H](COCC2)O